(S)-6-(2-amino-6-fluoro-5-(3-(pyrrolidin-2-yl)-4-(tetrahydro-2H-pyran-4-yl)phenyl)pyridin-3-yl)-8-fluoro-3,4-dihydroisoquinolin-1(2H)-one NC1=NC(=C(C=C1C=1C=C2CCNC(C2=C(C1)F)=O)C1=CC(=C(C=C1)C1CCOCC1)[C@H]1NCCC1)F